C(C(=C)C)(=O)OCCC[Si](OCC)(CC)CC γ-methacryloxypropyldiethylethoxysilane